N1(CCCCCC1)C(CC(C)C)=O 1-(azepan-1-yl)-3-methylbutan-1-one